4-((9-Isopropylisoxazolo[5,4-h]quinazolin-2-yl)amino)piperidine-1-carboxylic acid tert-butyl ester C(C)(C)(C)OC(=O)N1CCC(CC1)NC1=NC2=C3C(=CC=C2C=N1)ON=C3C(C)C